(R)-benzyl 2-(((benzyloxy)carbonyl)amino)-3-(7-(prop-1-en-2-yl)thieno[3,2-b]pyridine-2-carboxamido)propanoate C(C1=CC=CC=C1)OC(=O)N[C@@H](C(=O)OCC1=CC=CC=C1)CNC(=O)C1=CC2=NC=CC(=C2S1)C(=C)C